(S)-2-((S)-4-(tert-Butoxycarbonyl)morpholine-3-carboxamido)-9-(5,6,7,8-tetrahydro-1,8-naphthyridin-2-yl)nonanoic acid C(C)(C)(C)OC(=O)N1[C@@H](COCC1)C(=O)N[C@H](C(=O)O)CCCCCCCC1=NC=2NCCCC2C=C1